1,6-diguanidinohexane tert-butyl-2,7-diazaspiro[3.5]nonane-2-carboxylate C(C)(C)(C)OC(=O)N1CC2(C1)CCNCC2.N(C(=N)N)CCCCCCNC(=N)N